(S)-2-amino-5-((6-aminohexyl)amino)pentanoic acid dihydrochloride Cl.Cl.N[C@H](C(=O)O)CCCNCCCCCCN